C(#N)C1=CC=C(C=C1)C1=CC=C(C=C1)OCC1(CN(CC1)C(C1=CC=C(C=C1)OC)=O)C(=O)NOC 3-(((4'-cyano-[1,1'-biphenyl]-4-yl)oxy)methyl)-N-methoxy-1-(4-methoxybenzoyl)pyrrolidine-3-carboxamide